N,N-dimethyl-2-(pyrrolidin-3-yl)acetamide hydrochloride Cl.CN(C(CC1CNCC1)=O)C